FC1=C(C=CC(=C1)C(F)(F)F)C1=NC(=NO1)CN (5-(2-fluoro-4-(trifluoromethyl)phenyl)-1,2,4-oxadiazol-3-yl)methylamine